FC(C1=C(C=CC(=C1)N)C1=C(C=C(C=C1)N)C(F)(F)F)(F)F 2,2'-bis(trifluoromethyl)-4,4'-biphenyl-diamine